8-bromo-7-chloro-6-(2,6-difluorophenyl)-4H-benzo[f]imidazo[1,2-a][1,4]diazepine-2-Formic acid BrC=1C=CC2=C(C(=NCC=3N2C=C(N3)C(=O)O)C3=C(C=CC=C3F)F)C1Cl